3-fluoro-4-(((6-(piperidin-4-yl)pyridin-2-yl)oxy)methyl)benzonitrile bis(4-methylbenzenesulfonate) CC1=CC=C(C=C1)S(=O)(=O)O.CC1=CC=C(C=C1)S(=O)(=O)O.FC=1C=C(C#N)C=CC1COC1=NC(=CC=C1)C1CCNCC1